ClC1=CC=C(C=N1)NC1=NC=CC2=CC(=CC=C12)OC1CNCCC1 N-(6-chloropyridin-3-yl)-6-(piperidin-3-yloxy)isoquinolin-1-amine